CB(C(C#N)C)C 2-(dimethylboranyl)propanenitrile